C1(=CC=CC=C1)S(=O)(=O)C1=C(C=CC=C1)S(=O)(=O)N.[N] nitrogen (benzenesulfonyl)benzenesulfonamide